(R)-8-(4-isopropylbenzyl)-9-oxooctahydro-2H-pyrazino[1,2-a]pyrazine-2-carbonitrile C(C)(C)C1=CC=C(CN2C([C@@H]3N(CCN(C3)C#N)CC2)=O)C=C1